FC(N1C=NC2=C1C=CC(=C2)OC2=C(C=C(C=C2)NC=2C1=C(N=CN2)C=CC(=N1)N1C[C@H](N(CC1)C(C=C)=O)C)C)F (R)-1-(4-(4-((4-((1-(difluoromethyl)-1H-benzo[d]imidazol-5-yl)oxy)-3-methylphenyl)amino)pyrido[3,2-d]pyrimidin-6-yl)-2-methylpiperazin-1-yl)prop-2-en-1-one